methyl 4-amino-7-bromo-1-(5-methylpyridin-2-yl)-2-oxo-1,2-dihydroquinoline-3-carboxylate NC1=C(C(N(C2=CC(=CC=C12)Br)C1=NC=C(C=C1)C)=O)C(=O)OC